3-chloro-2-fluoro-5-((4-(2-(methylthio)quinoxalin-6-yl)phenyl)amino)benzonitrile ClC=1C(=C(C#N)C=C(C1)NC1=CC=C(C=C1)C=1C=C2N=CC(=NC2=CC1)SC)F